[(3S)-2,6-DIOXO-3-PIPERIDYL]PYRIMIDINE-2-CARBOXAMIDE O=C1NC(CC[C@H]1C1=NC(=NC=C1)C(=O)N)=O